(2S,11aR)-7-fluoro-8-methyl-2-((2-oxo-1,2,3,4-tetrahydro-1,6-naphthyridin-7-yl)oxy)-6-(2,2,2-trifluoroethoxy)-2,3,11,11a-tetrahydro-1H,5H-benzo[f]pyrrolo[2,1-c][1,4]oxazepin-5-one FC=1C(=CC2=C(C(N3[C@@H](CO2)C[C@@H](C3)OC3=NC=C2CCC(NC2=C3)=O)=O)C1OCC(F)(F)F)C